CC1=NN(C=C1C)C(C(=O)O)CC(=O)O 2-(3,4-dimethyl-1H-pyrazol-1-yl)succinic acid